CC1=CC=CC(=N1)C1=NC=CC(=N1)NC1=NC(=NC=C1)NC=1C=C(C=NC1)C(=O)OC[C@@H]1NCCC1 [(2R)-pyrrolidin-2-yl]methyl 5-[[4-[[2-(6-methyl-2-pyridyl)pyrimidin-4-yl]amino]pyrimidin-2-yl]amino]pyridine-3-carboxylate